ClC=1C=C(C=CC1F)[C@H](NC(=O)[C@H]1NC(NC1)=O)[C@H]1C=2C=CC=C(C2C1)Cl |o1:8,18| (S)-N-((R or S)-(3-chloro-4-fluoro-phenyl)((R or S)-2-chlorobicyclo[4.2.0]-octa-1(6),2,4-trien-7-yl)methyl)-2-oxoimidazolidine-4-carboxamide